5-tert-butyl 3-ethyl (6R)-6-methyl-4,5,6,7-tetrahydro-2H-indazole-3,5-dicarboxylate C[C@H]1C(CC2=C(NN=C2C1)C(=O)OCC)C(=O)OC(C)(C)C